(S)-2-(3-fluorophenyl)-pyrrolidine FC=1C=C(C=CC1)[C@H]1NCCC1